2-[(1Z)-3-(2-methyl-6-{1-methyl-5-[(oxan-2-yloxy)methyl]-1H-1,2,3-triazol-4-yl}pyridin-3-yl)cyclohex-2-en-1-ylidene]acetate CC1=NC(=CC=C1C1=C\C(\CCC1)=C/C(=O)[O-])C=1N=NN(C1COC1OCCCC1)C